CC=1C=CC=C2N(CCN(C12)C(=O)OCC1=CC=CC=C1)C1=CC2=C(N=C(N=C2)S(=O)(=O)C)N(C1=O)C1=CC=C(C=C1)CN1CCN(CC1)C benzyl 8-methyl-4-[8-[4-[(4-methylpiperazin-1-yl) methyl] phenyl]-2-methylsulfonyl-7-oxo-pyrido[2,3-d]pyrimidin-6-yl]-2,3-dihydroquinoxaline-1-carboxylate